Dodecandinitril C(CCCCCCCCCCC#N)#N